C(C1=CC=CC=C1)OC([C@@H](N(CC1=CC=CC=C1)CC1=CC=CC=C1)C(C)C)=O (S)-N,N-dibenzyl-valine benzyl ester